COC(=O)[C@H](CC1=CC=C(C=C1)OS(=O)(=O)[O-])N The molecule is a phenyl sulfate oxoanion arising from arising from deprotonation of the sulfate OH group of L-tyrosine methyl ester 4-sulfate; major species at pH 7.3. It is a conjugate base of a L-tyrosine methyl ester 4-sulfate.